C(C)(C)(C)OC(=O)NCC(C(=O)O)(F)F 3-((tert-butoxycarbonyl)amino)-2,2-difluoropropanoic acid